C1(=CC=CC2=CC=CC=C12)C1=CC=C(C=C1)B(O)O 4-(naphthalen-1-yl)phenylboronic acid